4-(3-chloro-5-fluoro-6-methylpyridin-2-yl)-3-cyclopropyl-1H-pyrazole-1-carboxylic acid tert-butyl ester C(C)(C)(C)OC(=O)N1N=C(C(=C1)C1=NC(=C(C=C1Cl)F)C)C1CC1